C(C)(CC)NNC1=CC=C(C=C1)N N-sec-butylamino-p-phenylenediamine